sodium methyloleoyl taurate NCCS(=O)(=O)OC(CCCCCCC\C=C/CCCCCCCCC)=O.[Na]